BrC1=CC=C(C(=N1)OC(C)C)C 6-Bromo-2-isopropoxy-3-methylpyridine